COC=1C=2C=3C=C4C(=C(C3N(C2C=CC1)C)C)C=CN=C4C#N 10-methoxy-5,6-dimethyl-6H-pyrido[4,3-b]carbazole-1-carbonitrile